C[SiH2]O[Si](O[Si](O[Si](C)(C)C)(C)C)(C)C octamethyl-tetra-siloxane